[C@H]12[C@@H](C[C@H](C=C1)C2)NC(CN2C(C(=CC=C2)NC([C@H](CCC(C(=O)NCC)=O)NC(=O)C=2N=NC=CC2)=O)=O)=O (S)-N1-(1-(2-((1R,2R,4R)-bicyclo[2.2.1]hept-5-en-2-ylamino)-2-oxoethyl)-2-oxo-1,2-dihydropyridin-3-yl)-N6-ethyl-5-oxo-2-(pyridazine-3-carboxamido)hexanediamide